4-(trifluoromethyl)benzyl-ammonium iodide [I-].FC(C1=CC=C(C[NH3+])C=C1)(F)F